C(CCCCCCCCCCC)OC(C(O)C)=O.COC1=CC=C(CN(S(=O)(=O)C2=CC(=C(C=C2)C=2N=C3N(C=CC(=C3)C)C2C[C@H]2CNCCO2)C(F)(F)F)CC2=CC=C(C=C2)OC)C=C1 (S)-N,N-bis(4-methoxybenzyl)-4-(7-methyl-3-(morpholin-2-ylmethyl)imidazo[1,2-a]pyridin-2-yl)-3-(trifluoromethyl)benzenesulfonamide Lauryllactate